dimethyl-cyclobutene tert-butyl-7-(4-amino-3-fluorophenyl)-4,7-diazaspiro[2.5]octane-4-carboxylate C(C)(C)(C)OC(=O)N1C2(CC2)CN(CC1)C1=CC(=C(C=C1)N)F.CC1=C(CC1)C